2-(difluoromethoxy)-N-[(1R,2S)-2-fluorocyclopropyl]-4-[7-[(2S)-3-hydroxy-3-methylbutan-2-yl]oxyimidazo[1,2-b]pyridazin-3-yl]-6-methoxybenzamide FC(OC1=C(C(=O)N[C@H]2[C@H](C2)F)C(=CC(=C1)C1=CN=C2N1N=CC(=C2)O[C@@H](C)C(C)(C)O)OC)F